C(CCCCCCCCCCCCCCC)(=O)C(CCN(C)C)CC(CCCCCCCCCCCCCCC)=O (2,3-dipalmitoyl-propyl)trimethylamine